C12(CC3CC(CC(C1)C3)C2)NCCCCCCCNC=2C=C(C=CC2)NC2C(NC(CC2)=O)=O 3-((3-((7-((adamantan-1-yl)amino)heptyl)amino)phenyl)amino)piperidine-2,6-dione